C(N)(=O)CC(C)CCC[C@@H](C)[C@H]1CC[C@H]2[C@@H]3CC=C4C[C@@H](O)CC[C@]4(C)[C@H]3CC[C@]12C carbamoylcholesterol